FC=1C=C(C#N)C=C(C1)C1=NC(=C2N1C=CC(=C2C)S(=O)(=O)C)C=O 3-fluoro-5-(1-formyl-8-methyl-7-(methylsulfonyl)imidazo[1,5-a]Pyridin-3-yl)benzonitrile